NC1=NC(=NC=N1)C=1C=C2C=CN(C(C2=CC1F)=O)CCC[C@H](C)NC=1C=NNC(C1C(F)(F)F)=O (S)-6-(4-amino-1,3,5-triazin-2-yl)-7-fluoro-2-(4-((6-oxo-5-(trifluoromethyl)-1,6-dihydropyridazin-4-yl)amino)pentyl)isoquinolin-1(2H)-one